alpha-methyl-alpha-(2-pyridyl-dithio)-toluene CC(C1=CC=CC=C1)SSC1=NC=CC=C1